oxido-6-oxoxanthen [O-]C1=CC=CC=2OC3=CC(C=CC3=CC12)=O